r-difluoro-2,2'-bipyridinium bis(tetrafluoroborate) F[B-](F)(F)F.F[B-](F)(F)F.F[N+]1=C(C=CC=C1)C1=[N+](C=CC=C1)F